ClC1=CC=C(C(=O)N([C@H](CN2CCCC2)[C@H](CC)C)C)C=C1 4-Chloro-N-methyl-N-((2S,3S)-3-methyl-1-(pyrrolidin-1-yl)pentan-2-yl)benzamide